NC1=CC=C(C=N1)/C=C/C(=O)NCC=1OC2=C(C1)C=C(C=C2C(F)(F)F)C2=NC(=C(C=C2)F)C(=O)N2CCOCC2 (E)-3-(6-aminopyridin-3-yl)-N-((5-(5-fluoro-6-(morpholine-4-carbonyl)pyridin-2-yl)-7-(trifluoromethyl)benzofuran-2-yl)methyl)acrylamide